dihexenyl-isobutyl-hydroxysilane C(=CCCCC)[Si](O)(CC(C)C)C=CCCCC